5-{2-amino-[1,2,4]triazolo[1,5-a]pyridin-7-yl}-N-{[2-(cyclopentylmethoxy)-5-fluorophenyl]methyl}-6-methylpyridine-3-carboxamide NC1=NN2C(C=C(C=C2)C=2C=C(C=NC2C)C(=O)NCC2=C(C=CC(=C2)F)OCC2CCCC2)=N1